C(C=C)(=O)NC=1C(=CC(=C(C1)NC1=NC=C(C(=N1)NC1=C(C=CC=C1)C1=NN(C=C1)C)C(=O)OC(C)C)OC)N(C)CCN(C)C Isopropyl 2-((5-acrylamido-4-((2-(dimethylamino)ethyl)(methyl)amino)-2-methoxyphenyl)amino)-4-((2-(1-methyl-1H-pyrazol-3-yl)phenyl)amino)pyrimidin-5-carboxylate